C(CCC)C1=NC2(C(N1CC=1C=C(C(=CC1)C1=C(C=CC=C1)S(N(COC)C1=NOC(=C1C)C)(=O)=O)C(=O)OC)=O)CCCC2 methyl 4-((2-butyl-4-oxo-1,3-diazaspiro[4.4]non-1-en-3-yl)methyl)-2'-(N-(4,5-dimethylisoxazol-3-yl)-N-(methoxymethyl)sulfamoyl)-[1,1'-biphenyl]-2-carboxylate